FC(C=1C=C(C=NC1)CC1CC2(CN(C2)C=O)C1)(F)F [6-[[5-(trifluoromethyl)-3-pyridinyl]methyl]-2-azaspiro[3.3]heptan-2-yl]methanone